CN[C@@H](CO[Si](C)(C)C(C)(C)C)C(=O)O Methyl-O-(tert-butyldimethylsilyl)-L-serine